9-Hydroxy-pentadecanoic acid OC(CCCCCCCC(=O)O)CCCCCC